2-(6-(((1R,3S,5S)-1,5-dimethyl-8-azabicyclo[3.2.1]octan-3-yl)(methyl)amino)pyridazin-3-yl)-5-(2-(methoxy-d3)pyridin-4-yl)phenol C[C@]12CC(C[C@](CC1)(N2)C)N(C2=CC=C(N=N2)C2=C(C=C(C=C2)C2=CC(=NC=C2)OC([2H])([2H])[2H])O)C